4'-(trifluoromethoxy)-2,3,4,5-tetrahydro-[1,1'-biphenyl] FC(OC1=CC=C(C=C1)C=1CCCCC1)(F)F